C(C=C)(=O)O.C(C=C)(=O)O.C(O)C(C)(C)CO 2,2-dimethylolpropane diacrylate